(E)-1-[2,4-Dihydroxy-6-[[(2R,3S,4R,6R)-3,4,6-trihydroxyoxan-2-yl]methoxy]phenyl]-3-(4-hydroxyphenyl)prop-2-en-1-one OC1=C(C(=CC(=C1)O)OC[C@H]1O[C@H](C[C@H]([C@@H]1O)O)O)C(\C=C\C1=CC=C(C=C1)O)=O